CN1N=NC2=C1C=CC=C2C 1,4-dimethyl-1H-benzo[d][1,2,3]triazole